ClC=1C(=C(C=CC1)[C@@H]1N(OCC1)C1=CC(=NC=N1)NC=1C(=CC(=C(C1)NC(C=C)=O)N1CCC(CC1)N1C[C@@H](O[C@@H](C1)C)C)OC)F N-(5-((6-((R)-3-(3-chloro-2-fluorophenyl)isoxazolidine-2-yl)pyrimidine-4-yl)amino)-2-(4-((2S,6R)-2,6-dimethylmorpholino)piperidine-1-yl)-4-methoxyphenyl)acrylamide